FC(OC=1C=C(C=CC1)C1=CC(=C(O1)C(F)(F)F)C(=O)NC1=NC(=NS1)CN1CCOCC1)F 5-(3-(Difluoromethoxy)phenyl)-N-(3-(morpholinomethyl)-1,2,4-thiadiazol-5-yl)-2-(trifluoromethyl)furan-3-carboxamide